N-(2,6-dioxopiperidin-3-yl)-5-(piperazine-1-yl)pyridine-3-carboxamide O=C1NC(CCC1NC(=O)C=1C=NC=C(C1)N1CCNCC1)=O